DL-beta-Hydroxypalmitic acid CCCCCCCCCCCCCC(CC(=O)O)O